(4-(3-hydroxyoxetan-3-yl)phenyl)(4-((4-(trifluoromethyl)pyrimidin-2-yl)amino)piperidin-1-yl)methanone OC1(COC1)C1=CC=C(C=C1)C(=O)N1CCC(CC1)NC1=NC=CC(=N1)C(F)(F)F